1-cyclohexyl-2,2,2-trifluoroethyl (1-methyl-4-(6-methyl-5-(methyl-sulfonamido)pyridin-2-yl)-1H-1,2,3-triazol-5-yl)carbamate CN1N=NC(=C1NC(OC(C(F)(F)F)C1CCCCC1)=O)C1=NC(=C(C=C1)NS(=O)(=O)C)C